C(C)(=O)NC=1C=C(C(=C(C1)CCCC(=O)O)Br)Cl 4-(5-acetamido-2-bromo-3-chlorophenyl)butanoic acid